cyclopropyl-methylamine C1(CC1)NC